5-(5-(1-(dimethylglycyl)piperidin-4-yl)-3-isopropyl-1H-indol-2-yl)-1,3-dimethylpyrazin-2(1H)-one CN(CC(=O)N1CCC(CC1)C=1C=C2C(=C(NC2=CC1)C=1N=C(C(N(C1)C)=O)C)C(C)C)C